2'-chloro-6-fluoro-5'-(2-((3-hydroxy-3-methylbutyl)amino)-1-phenylethyl)-5-(2-methoxyethoxy)-[1,1'-biphenyl]-2-carbonitrile ClC1=C(C=C(C=C1)C(CNCCC(C)(C)O)C1=CC=CC=C1)C=1C(=CC=C(C1F)OCCOC)C#N